N-(3-fluoro-1-methyl-1H-pyrazol-4-yl)-5-(2-methyl-5-(((1R,5S,7s)-9-methyl-3-oxa-9-azabicyclo[3.3.1]nonan-7-yl)oxy)pyridin-4-yl)pyrazolo[1,5-a]pyridin-2-amine FC1=NN(C=C1NC1=NN2C(C=C(C=C2)C2=CC(=NC=C2OC2C[C@H]3COC[C@@H](C2)N3C)C)=C1)C